tert-Butyl-(2S)-2-[4-bromo-2-(4-ethoxy-4,5-dihydroisoxazol-3-yl)phenoxy]butanoat C(C)(C)(C)OC([C@H](CC)OC1=C(C=C(C=C1)Br)C1=NOCC1OCC)=O